ClC1=CC=C(CC2=C(SC=C2)C(=O)NC2CC3(CC(C3)C(=O)OC)C2)C=C1 Methyl 6-(3-(4-chlorobenzyl)thiophene-2-carboxamido)spiro[3.3]heptane-2-carboxylate